N(=NC1=NN=NN1)C1=NN=NN1 azobis-tetrazole